ClC1=C(C2=CC=CN=C2C=C1)[C@@H]1[C@H](CCC1)O (1S,2R)-2-(chloro-L-5-azanaphthyl)cyclopentan-1-ol